tert-butyl (3R)-3-{[6-(4-hydroxy-1-benzothiophen-5-yl)-4,5-dimethylpyridazin-3-yl]amino}piperidine-1-carboxylate OC1=C(C=CC2=C1C=CS2)C2=C(C(=C(N=N2)N[C@H]2CN(CCC2)C(=O)OC(C)(C)C)C)C